6,6,6-trifluoro-N-(4-hydroxypentyl)hexanamide FC(CCCCC(=O)NCCCC(C)O)(F)F